C1(=CC(=CC=C1)C[C@@H]1N(CCC[C@@H]1NS(=O)(=O)C)C(=O)OCC)C1=CC=CC=C1 ethyl cis-2-(biphenyl-3-ylmethyl)-3-((methylsulfonyl)amino)piperidine-1-carboxylate